CC=1SC2=C(N1)CC[C@@]1([C@H]3CC[C@]4([C@H]([C@@H]3CC=C12)CCC4O)C)C (5aR,5bS,7aS,10aS,10bR)-2,5a,7a-trimethyl-5,5a,5b,6,7,7a,8,9,10,10a,10b,11-dodecahydro-4H-cyclopenta[7,8]phenanthro[2,1-d]thiazol-8-ol